C(#N)C1=C(C=C(C=C1)C(N(C)C)=O)[C@@H]([C@H](C)C=1N(C(C(=C(N1)C(=O)NC=1C=NOC1)O)=O)C)C1=CC=CC=C1 2-((1s,2s)-1-(2-cyano-5-(dimethylcarbamoyl)phenyl)-1-phenylpropan-2-yl)-5-hydroxy-N-(isoxazol-4-yl)-1-methyl-6-oxo-1,6-dihydropyrimidine-4-carboxamide